(Z)-N-(4-methyl-2-oxo-2H-chromen-7-yl)-2-(5-(3-methylbenzylidene)-2,4-dioxothiazolidin-3-yl)acetamide CC1=CC(OC2=CC(=CC=C12)NC(CN1C(S\C(\C1=O)=C/C1=CC(=CC=C1)C)=O)=O)=O